COC=1C=C2C(=NC=NC2=CC1OCCCN1CCN(CC1)C)C1=CC=C(C=C1)NC(CC1=CC=C(C=C1)C(F)(F)F)=O N-(4-(6-methoxy-7-(3-(4-methylpiperazin-1-yl)propoxy)quinazolin-4-yl)phenyl)-2-(4-(trifluoromethyl)phenyl)acetamide